(R)-2-amino-3-(3-(3,5-dimethyl-1H-pyrazol-4-yl)-5-fluorobenzamido)propanoic acid N[C@@H](C(=O)O)CNC(C1=CC(=CC(=C1)F)C=1C(=NNC1C)C)=O